tert-butyl (1-(((1R,5S,6s)-3-(4-aminophenyl)-3-azabicyclo[3.1.0]hexan-6-yl)methyl)piperidin-4-yl)carbamate NC1=CC=C(C=C1)N1C[C@@H]2C([C@@H]2C1)CN1CCC(CC1)NC(OC(C)(C)C)=O